BrC1=CC2=C(C(C=3NC=4C=CC=C(C4C3C2)C#N)(C)C)C=C1OC 9-bromo-8-methoxy-6,6-dimethyl-6,11-dihydro-5H-benzo[b]carbazole-1-carbonitrile